7-(2,5-dichloropyrimidin-4-yl)-4-oxa-7-azaspiro[2.5]octane ClC1=NC=C(C(=N1)N1CCOC2(CC2)C1)Cl